ClC=1C=C(OC2=C(C(=NC3=CC(=C(C=C23)NC(\C=C\CN(C)C)=O)OCC)CC)C#N)C=CC1OCC1=NC=CC=C1 (E)-N-(4-(3-chloro-4-(pyridin-2-ylmethoxy)phenoxy)-3-cyano-7-ethoxy-2-ethylquinolin-6-yl)-4-(dimethylamino)but-2-enamide